COC1=C(CNC=2C3=C(N=CN2)N(C=C3B3OC(C(O3)(C)C)(C)C)C(C)C)C=CC(=C1)OC N-(2,4-dimethoxybenzyl)-7-isopropyl-5-(4,4,5,5-tetramethyl-1,3,2-dioxaborolan-2-yl)-7H-pyrrolo[2,3-d]pyrimidin-4-amine